4-[3-(benzenesulfonyl)-3-(4-{[2-fluoro-6-(trifluoromethyl)phenyl]methoxy}phenyl)pyrrolidine-1-carbonyl]-1λ6-thiane-1,1-dione C1(=CC=CC=C1)S(=O)(=O)C1(CN(CC1)C(=O)C1CCS(CC1)(=O)=O)C1=CC=C(C=C1)OCC1=C(C=CC=C1C(F)(F)F)F